2,2-dimethylpropanoyl 2,2-dimethylpropanoate CC(C(=O)OC(C(C)(C)C)=O)(C)C